C(C)(C)(C)OC(=O)NS(=O)(=O)C1=C(C=C(C=C1)N(C(OC(C)(C)C)=O)CC=1N=C2N(C=C(C=C2)C2CC2)C1)NC(=O)[C@@H]1[C@H](C1)C1=NC=CC(=N1)C |r| rac-tert-butyl (4-(N-(tert-butoxycarbonyl)sulfamoyl)-3-((1S*,2S*)-2-(4-methylpyrimidin-2-yl)cyclopropane-1-carboxamido)phenyl)((6-cyclopropylimidazo[1,2-a]pyridin-2-yl)methyl)carbamate